9-chloro-7-(5-fluoroindol-1-yl)-4-(1,3,4-oxadiazol-2-ylmethyl)-3,5-dihydro-2H-1,4-benzoxazepine ClC1=CC(=CC=2CN(CCOC21)CC=2OC=NN2)N2C=CC1=CC(=CC=C21)F